(S,E)-1-((1-((1-(Cyclopropylmethyl)-5-fluoro-1H-benzo[d]imidazol-2-yl)methyl)-2-oxo-1,2-dihydropyridin-3-yl)amino)-7-(dimethylamino)-1,7-dioxohept-5-en-2-yl-dimethylcarbamat C1(CC1)CN1C(=NC2=C1C=CC(=C2)F)CN2C(C(=CC=C2)NC([C@@H](CC\C=C\C(=O)N(C)C)CN(C([O-])=O)C)=O)=O